2-[2-[2-Chloro-3-[(1,3-dihydro-1,3,3-trimethyl-2H-indol-2-ylidene)ethylidene]-1-cyclohexen-1-yl]-ethenyl]-1,3,3-trimethyl-1H-indolium iodide [I-].ClC1=C(CCCC1=CC=C1N(C2=CC=CC=C2C1(C)C)C)C=CC1[NH+](C2=CC=CC=C2C1(C)C)C